(3-fluoro-5-methylphenyl)benzylamine FC=1C=C(C=C(C1)C)NCC1=CC=CC=C1